(R)-3-isopropyl-4-methylfuran C(C)(C)C1=COC=C1C